C(C)S(=O)(=O)NC1=C(C=C(C=C1)C1=NNC(=C1C(=O)N)NC1=NC(=CC=C1)OC)OCC1=CC=C(C=C1)F 3-(4-(ethylsulfonamido)-3-((4-fluorobenzyl)oxy)phenyl)-5-((6-methoxypyridin-2-yl)amino)-1H-pyrazole-4-carboxamide